5-(4-amino-5-{[4-(trifluoromethyl)piperidin-1-yl]methyl}pyrrolo[2,1-f][1,2,4]triazin-7-yl)-2-chloro-N-[(3R,4S)-1-(3,3-difluorocyclopentanecarbonyl)-4-fluoropyrrolidin-3-yl]benzamide NC1=NC=NN2C1=C(C=C2C=2C=CC(=C(C(=O)N[C@@H]1CN(C[C@@H]1F)C(=O)C1CC(CC1)(F)F)C2)Cl)CN2CCC(CC2)C(F)(F)F